FC1=CC=C(S1)CN 1-(5-fluorothiophen-2-yl)methanamine